C(=O)(O)CN(S(=O)(=O)C1=CC=CC=C1)C1=CC=C(C2=CC=CC=C12)N([C@H](CC(=O)O)C)CC#C (S)-3-((4-(N-(carboxymethyl)benzenesulfonamido)naphthalen-1-yl)(prop-2-yn-1-yl)amino)butanoic acid